Argon Methane C.[Ar]